CC(CC1COC2(N(C1=O)C1=CC=CC=C1)C=CC(C=C2)=O)=C 3-(2-methyl-allyl)-5-phenyl-1-oxa-5-azaspiro[5.5]undec-7,10-diene-4,9-dione